(S)-8-Chloro-1-methyl-6-(trifluoromethyl)-1,2,3,4-tetrahydroisoquinoline ClC=1C=C(C=C2CCN[C@H](C12)C)C(F)(F)F